OCCN1C(CCC1)=O (2-hydroxyethyl)-2-pyrrolidone